propargyl pyruvate (acetate) C(C)(=O)O.C(C(=O)C)(=O)OCC#C